7'-bromo-5'-fluoro-2',3'-dihydrospiro[cyclopropane-1,1'-indene]-4'-carboxylic acid methyl ester COC(=O)C=1C=2CCC3(C2C(=CC1F)Br)CC3